C(CCCCC(=O)OCCCCCCCC)(=O)OCCCCCCC heptyl octyl adipate